CN(CC=C)C 3-dimethylaminopropaneN